N-[3-fluoro-4-({7-[2-(3-hydroxy-3-methylazetidin-1-yl)ethoxy]-6-methoxyquinolin-4-yl}oxy)phenyl]-5-(4-fluorophenyl)-6-oxo-2,3,5,6-tetrahydrofuro[3,2-c]pyridine-7-carboxamide FC=1C=C(C=CC1OC1=CC=NC2=CC(=C(C=C12)OC)OCCN1CC(C1)(C)O)NC(=O)C1=C2C(=CN(C1=O)C1=CC=C(C=C1)F)CCO2